C1(=CC=CC=C1)SS phenyldisulfane